NC1=CC(=NC=C1)OC1C(N(CC1)C)=O 3-((4-aminopyridin-2-yl)oxy)-1-methylpyrrolidin-2-one